CS(=O)(=O)OC[C@@H](NC(C1=CC=CC=C1)(C1=CC=CC=C1)C1=CC=CC=C1)C(=O)OC methyl O-(methylsulfonyl)-N-trityl-D-serinate